(cis)-3-(6-(((1S,3S)-3-((5-(Difluoromethoxy)pyrazin-2-yl)amino)cyclopentyl)amino)pyridin-3-yl)-1,5-dimethyl-3-azabicyclo[3.1.0]hexane-2,4-dione FC(OC=1N=CC(=NC1)N[C@@H]1C[C@H](CC1)NC1=CC=C(C=N1)N1C([C@@]2(C[C@@]2(C1=O)C)C)=O)F